BrC1=CC=C(OC[C@H](COCC(=C)C)O)C=C1 (S)-1-(4-bromophenoxy)-3-((2-methylallyl)oxy)propan-2-ol